N-[1-(5-chloro-2-pyridinyl)-5-[1-[[3-chloro-5-(trifluoromethyl)benzoyl]amino]ethyl]-1,2,4-triazol-3-yl]carbamic acid tert-butyl ester C(C)(C)(C)OC(NC1=NN(C(=N1)C(C)NC(C1=CC(=CC(=C1)C(F)(F)F)Cl)=O)C1=NC=C(C=C1)Cl)=O